6-((3-methoxypiperidin-1-yl)methyl)-2-(3-(3-((4-methyl-4H-1,2,4-triazol-3-yl)methyl)oxetan-3-yl)phenyl)-4-(trifluoromethyl)isoindolin-1-one COC1CN(CCC1)CC1=CC(=C2CN(C(C2=C1)=O)C1=CC(=CC=C1)C1(COC1)CC1=NN=CN1C)C(F)(F)F